CC(=O)SC1CCCC1O S-(2-hydroxycyclopentyl) ethanethioate